CN(C(C=C)=O)CC1=C(C2=C(S1)C=CC=C2)C N-methyl-N-((3-methylbenzo[b]thiophen-2-yl)methyl)acrylamide